FC(C)F di-fluoro-ethane